CC1(CC(C1)(C1=NN=CN1C)C=1C=C(C=CC1)NC(=O)C=1C(N(C=C(C1)CNCC(C)C)CC#C)=O)C N-(3-(3,3-Dimethyl-1-(4-methyl-4H-1,2,4-triazol-3-yl)cyclobutyl)phenyl)-5-((isobutylamino)methyl)-2-oxo-1-(prop-2-yn-1-yl)-1,2-dihydropyridine-3-carboxamide